FC1=CC=C(C=C1)C1(C=CC2=C(O1)C=1C=C(C(=CC1C1=C2C(C2=CC=CC=C21)(C)C)N2CCC(CC2)O)OC)C2=CC=C(C=C2)OC 3-(4-fluorophenyl)-3-(4-methoxyphenyl)-6-methoxy-7-(4-hydroxypiperidin-1-yl)-13,13-dimethyl-3H,13H-indeno[2',3':3,4]naphtho[1,2-b]pyran